OC1=C(C=O)C=C(C=C1OC)\C=C\C1=CC(=C(C=C1)O)OC (E)-2-hydroxy-5-(4-hydroxy-3-methoxystyryl)-3-methoxybenzaldehyde